NC1=C(C=2C=3N(C=NC2N1C1=C(C(=CC=C1C)OC)C)C=CN3)C(=O)N 8-amino-7-(3-methoxy-2,6-dimethylphenyl)-7H-imidazo[1,2-c]pyrrolo[3,2-e]pyrimidine-9-Formamide